4-(6-Methyl-1-(tetrahydro-2H-pyran-2-yl)-4-(4,4,5,5-tetramethyl-1,3,2-dioxaborolan-2-yl)-1H-indazol-5-yl)butyl methanesulfonate CS(=O)(=O)OCCCCC=1C(=C2C=NN(C2=CC1C)C1OCCCC1)B1OC(C(O1)(C)C)(C)C